CC1(OB(OC1(C)C)C1=CC=CC2=C1OC1=C2C=CC=C1C1=CC=CC=C1)C 4,4,5,5-tetramethyl-2-(6-phenyldibenzo[b,d]furan-4-yl)-1,3,2-dioxaborolane